CC=1N=CC(=NC1C)N[C@@H]1C[C@H](CC1)NC1=CC=C(C=N1)N1C(C(=CC=C1)C)=O 6'-(((1S,3S)-3-((5,6-Dimethyl-pyrazin-2-yl)amino)cyclopentyl)amino)-3-methyl-2H-[1,3'-bipyridin]-2-one